N-[5-(5-Cyclopropyl-4H-1,2,4-triazol-3-yl)-4-fluoro-2-methylphenyl]-6-methylpyrazolo[1,5-a]pyridine-3-carboxamide C1(CC1)C=1NC(=NN1)C=1C(=CC(=C(C1)NC(=O)C=1C=NN2C1C=CC(=C2)C)C)F